(Z)-3-(3-(3,5-bis(trifluoromethyl)phenyl)-1H-1,2,4-triazol-1-yl)-N'-methyl-N'-(pyridin-2-yl)acrylohydrazide FC(C=1C=C(C=C(C1)C(F)(F)F)C1=NN(C=N1)\C=C/C(=O)NN(C1=NC=CC=C1)C)(F)F